calcium neodymium silicate [Si]([O-])([O-])([O-])[O-].[Nd+3].[Ca+2]